NC1=NC=CC(=C1)C=1C=C2C(=NC=NC2=CC1)C1=CC(=C(C=C1)N1CCN(CC1)C(=O)N(C)C)F 4-(4-(6-(2-aminopyridin-4-yl)quinazolin-4-yl)-2-fluorophenyl)-N,N-dimethylpiperazine-1-carboxamide